[Si](C)(C)(C(C)(C)C)OCCOC=1C(=CC2=CN(N=C2C1)C1CCC(CC1)C=O)NC(=O)C1=NC(=CC=C1)C(F)(F)F 2-N-[6-[2-[tert-butyl(dimethyl)silyl]oxyethoxy]-2-(4-formylcyclohexyl)indazol-5-yl]-6-(trifluoromethyl)pyridine-2-carboxamide